(S)-9,10-difluoro-6-((((2-methoxypyridin-4-yl)methyl)(1-(6-nitropyridin-3-yl)piperidin-3-yl)amino)methyl)-2,3-dihydro-7H-[1,4]oxazino[2,3,4-ij]quinolin-7-one FC=1C=C2C(C(=CN3C2=C(C1F)OCC3)CN([C@@H]3CN(CCC3)C=3C=NC(=CC3)[N+](=O)[O-])CC3=CC(=NC=C3)OC)=O